tert-butyl 3-(5-amino-6-(benzyloxy)pyridin-3-yl)-4-oxopiperidine-1-carboxylate NC=1C=C(C=NC1OCC1=CC=CC=C1)C1CN(CCC1=O)C(=O)OC(C)(C)C